(Z)-5-(benzo[d]thiazol-5-ylmethylene)-2-(isopropylamino)-3,5-dihydro-4H-imidazol-4-one S1C=NC2=C1C=CC(=C2)\C=C/2\C(NC(=N2)NC(C)C)=O